PERFLUORoPENTAN FC(C(C(C(C(F)(F)F)(F)F)(F)F)(F)F)(F)F